FC(C=1C=C(C=CC1)CO)F (3-(difluoromethyl)phenyl)methanol